(dibenzoselenophenyl)[phenyl(dimethylfluorenyl)triazinyl]terbenzen C1(=CC=CC=2[Se]C3=C(C21)C=CC=C3)C=3C(=C(C=CC3)C=3C(=CC=CC3)C3=CC=CC=C3)C3=NN=NC(=C3C3=C(C(=CC=2C1=CC=CC=C1CC32)C)C)C3=CC=CC=C3